O=C1NC=CC2=C1N=NC(=C2)NC(=O)C2CC2 N-(8-oxo-7,8-dihydropyrido[3,4-c]pyridazin-3-yl)cyclopropanecarboxamide